NC=1OC2=C(N1)C=C(C=C2)C=2C=CC=1N(C2)C(=CN1)C(=O)N1CC(CC1)N(C)C (6-(2-aminobenzo[d]oxazol-5-yl)imidazo[1,2-a]pyridin-3-yl)(3-(dimethylamino)pyrrolidin-1-yl)methanone